OCCOC=1C2=CC=CC=C2C=2C=C(C=CC2C1)C1(C2=CC(=CC=C2C=2C=CC(=CC12)C1=CC2=CC=CC=C2C=C1)C1=CC2=CC=CC=C2C=C1)C=1C=CC=2C=C(C3=CC=CC=C3C2C1)OCCO 9,9-bis[9-(2-hydroxyethoxy)-3-phenanthryl]-2,7-bis(2-naphthyl)fluorene